3-({[(1R)-6-(2-chlorophenoxy)-1,2,3,4-tetrahydronaphthalen-1-yl]methyl}amino)pyridine-4-carboxylic acid ClC1=C(OC=2C=C3CCC[C@H](C3=CC2)CNC=2C=NC=CC2C(=O)O)C=CC=C1